4-(6-amino-2-chloro-9H-purin-9-yl)-N-(2,2,6,6-tetramethylpiperidin-4-yl)cyclohexanecarboxamide NC1=C2N=CN(C2=NC(=N1)Cl)C1CCC(CC1)C(=O)NC1CC(NC(C1)(C)C)(C)C